Cl.CC1CNC1 3-methylazetidine HCl